N1(CCNCC1)CC(=O)O 2-(piperazine-1-yl)acetic acid